FC(C=1C2=CN(N=C2C(=C(C1)C1=CC=C(C=C1)N1CCOCC1)C)C(C(=O)OCC)C1=C2N(C=N1)C[C@@H](C2)F)F ethyl 2-[4-(difluoromethyl)-7-methyl-6-(4-morpholinophenyl)indazol-2-yl]-2-[(6R)-6-fluoro-6,7-dihydro-5H-pyrrolo[1,2-c]imidazol-1-yl]acetate